C1[C@@H]2[C@H]([C@H]([C@@H](O2)N3C4=C(C(=O)NC(=N4)N)N=C3Br)O)OP(=O)(O1)[O-] The molecule is an organophosphate oxoanion that is the conjugate base of 8-bromo-3',5'-cyclic GMP, arising from deprotonation of the phosphate OH group.